tert-butyl 1-(1-methoxyethyl)-3-azabicyclo[3.1.1]heptane-3-carboxylate COC(C)C12CN(CC(C1)C2)C(=O)OC(C)(C)C